1-(3-(5-(3-hydroxynaphthalen-1-yl)-3-(trifluoromethyl)-1H-indol-1-yl)azetidin-1-yl)prop-2-en-1-one OC=1C=C(C2=CC=CC=C2C1)C=1C=C2C(=CN(C2=CC1)C1CN(C1)C(C=C)=O)C(F)(F)F